2-(7-((2S,5R)-4-(1-(4-fluoro-2-(trifluoromethyl)phenyl)ethyl)-2,5-dimethylpiperazin-1-yl)-3,4-dimethyl-5-oxo-4,5-dihydro-3H-imidazo[4,5-b]pyridin-2-yl)acetonitrile FC1=CC(=C(C=C1)C(C)N1C[C@@H](N(C[C@H]1C)C=1C2=C(N(C(C1)=O)C)N(C(=N2)CC#N)C)C)C(F)(F)F